C(C)(C)(C)C=1C(=CC(=C(C1)SC1=C(C=C(C(=C1)C(C)(C)C)O)C)C)O 5-t-butyl-4-hydroxy-2-methylphenyl sulfide